[Cl-].C(CCCCCCCCCCCCC)[N+](C)(C)CCCCCCCCCCCCCC dimyristyl-dimethyl-ammonium chloride